(1S,2R,3R,5R)-3-[(1S)-2-amino-1-(4-fluorophenyl)ethyl]-5-(4-methyl-7H-pyrrolo[2,3-d]pyrimidin-7-yl)cyclopentane-1,2-diol NC[C@H](C1=CC=C(C=C1)F)[C@@H]1[C@H]([C@H]([C@@H](C1)N1C=CC2=C1N=CN=C2C)O)O